ClC=1C=C(C(=O)N2CC=3C(=NN4C3C(N(C[C@H]4C)[C@@H](C)C4=CC=C(C=C4)C(C)(C)O)=O)C[C@H]2C)C=CC1Cl |o1:18| (3R,7R)-2-(3,4-dichlorobenzoyl)-9-((S*)-1-(4-(2-hydroxypropan-2-yl)phenyl)ethyl)-3,7-dimethyl-1,2,3,4,8,9-hexahydropyrido[4',3':3,4]pyrazolo[1,5-a]pyrazin-10(7H)-one